N1(CCOCC1)C=1N=C(C2=C(N1)C(N(C2)CC#C)=O)NC2=CC=C(C=C2)C(C)C 2-(morpholin-4-yl)-4-{[4-(propan-2-yl)phenyl]amino}-6-(prop-2-yn-1-yl)-5,6-dihydro-7H-pyrrolo[3,4-d]pyrimidin-7-one